The molecule is a benzimidazolecarboxylic acid that is candesartan in which the ethoxy group has been replaced by a hydroxy group. It is the inactive metabolite of the anti-hypertensive drug, candesartan. It has a role as a drug metabolite, a human urinary metabolite and a human blood serum metabolite. It is a benzimidazolecarboxylic acid and a biphenylyltetrazole. C1=CC=C(C(=C1)C2=CC=C(C=C2)CN3C4=C(C=CC=C4NC3=O)C(=O)O)C5=NNN=N5